2-oxocyclohexane-1-carboxylic acid methyl ester COC(=O)C1C(CCCC1)=O